FC1=CC2=C(CNS2(=O)=O)C=C1NC1=NNC(=C1)C1CC(CC1)C1=NC(=CC=C1)C 6-fluoro-5-((5-(3-(6-methylpyridin-2-yl)cyclopentyl)-1H-pyrazol-3-yl)amino)-2,3-dihydrobenzo[d]isothiazole 1,1-dioxide